C(C)(C)(C)OC(=O)N1C[C@@H]2[C@H](C1)CC(C2)O.ClC=2N=C(C1=C(N2)C(=CS1)C1=C(C=NN1C)Cl)N1C(COCC1)C 4-(2-Chloro-7-(4-chloro-1-methyl-1H-pyrazol-5-yl)thieno[3,2-d]pyrimidin-4-yl)-3-methyl-morpholine tert-Butyl-(3aR,5r,6aS)-5-hydroxyhexahydrocyclopenta[c]pyrrole-2(1H)-carboxylate